C(C1=CC=CC=C1)OC1=C(N(C(=CC1=O)C)CCC)CO 3-(benzyloxy)-2-(hydroxymethyl)-6-methyl-1-propylpyridin-4(1H)-one